1-((6-(2-chloro-2'-methyl-3'-((2-methylpyrido[3,2-d]pyrimidin-4-yl)amino)-[1,1'-biphenyl]-3-yl)-2-methoxypyridin-3-yl)methyl)-4-methylpiperidin-4-ol ClC1=C(C=CC=C1C1=CC=C(C(=N1)OC)CN1CCC(CC1)(O)C)C1=C(C(=CC=C1)NC=1C2=C(N=C(N1)C)C=CC=N2)C